12H-Phthaloperin-12-one C1=CC=C2C=CC=C3N=C4C5=CC=CC=C5C(N4C1=C23)=O